tert-Butyl (3R,5S)-3-(2-((6-((2,5-dichloropyrimidin-4-yl)amino)-3-methyl-2-oxo-2,3-dihydro-1H-benzo[d]imidazol-4-yl)oxy)ethoxy)-4,4-difluoro-5-methylpiperidine-1-carboxylate ClC1=NC=C(C(=N1)NC=1C=C(C2=C(NC(N2C)=O)C1)OCCO[C@@H]1CN(C[C@@H](C1(F)F)C)C(=O)OC(C)(C)C)Cl